5-(1'-(cyclopropylmethyl)-[1,4'-bipiperidin]-4-yl)-6-fluoro-1-methyl-2-(4-(methylsulfonyl)phenyl)-1H-benzo[d]imidazole C1(CC1)CN1CCC(CC1)N1CCC(CC1)C1=CC2=C(N(C(=N2)C2=CC=C(C=C2)S(=O)(=O)C)C)C=C1F